1-(3-((4-((2,4-Dichlorophenyl)amino)-7-methoxyquinazolin-6-yl)oxy)azetidin-1-yl)prop-2-en-1-one trifluoroacetate FC(C(=O)O)(F)F.ClC1=C(C=CC(=C1)Cl)NC1=NC=NC2=CC(=C(C=C12)OC1CN(C1)C(C=C)=O)OC